CC=1OC2=C(C1C1=C(C(C(C1(F)F)(F)F)(F)F)C1=C(OC3=C1C=CC=C3)C)C=CC=C2 1,2-bis(2-methyl-1-benzofuran-3-yl)perfluorocyclopentene